6-fluoro-3-iodo-2-methylbenzoic acid ethyl ester C(C)OC(C1=C(C(=CC=C1F)I)C)=O